O1P(C=CC=C1)=O Oxaphosphorin oxid